ethyl (S)-5-oxo-2-(tetrahydro-4H-pyran-4-ylidene)tetrahydro-1H-pyrrolizine-7a(5H)-carboxylate O=C1N2CC(C[C@@]2(CC1)C(=O)OCC)=C1CCOCC1